CC1=C(C=CC(=C1)C)N=CN(C=NC1=C(C=C(C=C1)C)C)C 1,5-bis(2,4-dimethylphenyl)-3-methyl-1,3,5-triazapentadiene